6-bromo-4-chloronicotinate BrC1=NC=C(C(=O)[O-])C(=C1)Cl